[C+4].[O-]P([O-])(=O)OP(=O)([O-])[O-].[Li+] LITHIUM PYROPHOSPHATE CARBON